O=CC[C@H](O)[C@H](O)[C@@H](O)C 2,6-dideoxy-L-talose